benzyl (2-(4-(dimethylamino)piperidin-1-yl)ethyl)carbamate CN(C1CCN(CC1)CCNC(OCC1=CC=CC=C1)=O)C